N-(3-(2,2-difluoroacetamido)-2,4-difluorophenyl)-2,3-difluorobenzamide FC(C(=O)NC=1C(=C(C=CC1F)NC(C1=C(C(=CC=C1)F)F)=O)F)F